COC=1C=C(C=CC1OC)C1=CC=NC=2N1N=C(C2)C(=O)NC2=CC=C(C=C2)OCCC 7-(3,4-dimethoxyphenyl)-N-(4-propoxyphenyl)pyrazolo[1,5-a]pyrimidine-2-carboxamide